N1(N=NN=C1)C[C@H](C)OC=1C=C(C=CC1Cl)C=1C=NC(=NC1)NC=1C(=NN(C1)C1CCC(CC1)N1CCOCC1)OCC(C)(O)C 1-((4-((5-(3-(((S)-1-(1H-tetrazol-1-yl)propan-2-yl)oxy)-4-chlorophenyl)pyrimidin-2-yl)amino)-1-((1r,4r)-4-morpholinocyclohexyl)-1H-pyrazol-3-yl)oxy)-2-methylpropan-2-ol